N,N-dihexadecyl-1,3-diaminopropane C(CCCCCCCCCCCCCCC)N(CCCN)CCCCCCCCCCCCCCCC